OC(COC=1C(=O)O[C@@H](C1OCCCCCC)[C@@H](O)CO)(C)C O-(2-hydroxyisobutyl)-3-O-hexylascorbic acid